trans-tert-butyl-4-{6-bromo-4-oxothieno[3,2-d]pyrimidin-3-yl}-3-fluoropiperidine-1-carboxylate C(C)(C)(C)OC(=O)N1C[C@H]([C@@H](CC1)N1C=NC2=C(C1=O)SC(=C2)Br)F